C(C1=CC=CC=C1)OC(=O)C1(CCC1)[C@H](C)OC benzyl-(S)-1-(1-methoxy ethyl)cyclobutane-1-carboxylate